CC(C1=CC=CC=C1)=P(C1=CC=CC=C1)(C1=CC=CC=C1)C1=CC=CC=C1 (methyl-benzylidene)triphenylphosphine